methacrylic acid-dimethylaminoethylmethyl chloride salt CN(C)CCCCl.C(C(=C)C)(=O)O